(3S)-3-[[(2S)-2-cyclopentyl-2-[9H-fluoren-9-ylmethoxycarbonyl(methyl)amino]acetyl]-(2-phenylethyl)amino]-4-morpholino-4-oxo-butanoic acid C1(CCCC1)[C@@H](C(=O)N([C@@H](CC(=O)O)C(=O)N1CCOCC1)CCC1=CC=CC=C1)N(C)C(=O)OCC1C2=CC=CC=C2C=2C=CC=CC12